1,3,6,8-tetrakis-(4-trifluoromethylphenyl)-2,7-Dihydroxypyrene FC(C1=CC=C(C=C1)C1=C(C(=C2C=CC3=C(C(=C(C4=CC=C1C2=C34)C3=CC=C(C=C3)C(F)(F)F)O)C3=CC=C(C=C3)C(F)(F)F)C3=CC=C(C=C3)C(F)(F)F)O)(F)F